ClC1=C2C=3C=CC=CC3OC2=CC(=C1)C1=CC=CC=C1 3-chloro-5-phenyl-8-oxatricyclo[7.4.0.02,7]tridec-1(9),2,4,6,10,12-hexa-ene